4-phenylpyrimidine-2-carboxamide C1(=CC=CC=C1)C1=NC(=NC=C1)C(=O)N